ethyl (1-(2-hydroxyethyl)-3-(3-(5-(pentan-3-ylcarbamoyl)oxazol-2-yl)phenyl)-1H-pyrazole-5-carbonyl)-L-valinate OCCN1N=C(C=C1C(=O)N[C@@H](C(C)C)C(=O)OCC)C1=CC(=CC=C1)C=1OC(=CN1)C(NC(CC)CC)=O